1-Boc-4-(4-bromobenzenesulfonyl)piperidine C(=O)(OC(C)(C)C)N1CCC(CC1)S(=O)(=O)C1=CC=C(C=C1)Br